2-amino-3-(2,6-dichloropyridin-4-yl)propanoic acid NC(C(=O)O)CC1=CC(=NC(=C1)Cl)Cl